O1CCNCC=2C1=CC=CC2C#N 2,3,4,5-tetrahydro-1,4-benzoxazepine-6-Carbonitrile